C1(CC1)CN[C@H]1CN(CCC1)C1=CC(N(C=C1)C(C)N1C=NC(=C1)C=1N=NC=C(C1)N(C)C)=O 4-((R)-3-((cyclopropylmethyl)amino)piperidin-1-yl)-1-(1-(4-(5-(dimethylamino)pyridazin-3-yl)-1H-imidazol-1-yl)ethyl)pyridin-2(1H)-one